2-(thien-2-yl)thiazole S1C(=CC=C1)C=1SC=CN1